3-(5,6-difluoro-1H-benzo[d]imidazol-2-yl)-1H-indazole-5-carboxylic acid FC1=CC2=C(NC(=N2)C2=NNC3=CC=C(C=C23)C(=O)O)C=C1F